C1(CC1)C1=NN(C(=C1C=O)C(=O)OCC)CC1CCOCC1 ethyl 3-cyclopropyl-4-formyl-1-[(oxan-4-yl)methyl]-1H-pyrazole-5-carboxylate